5-(azetidin-3-yloxy)-2-methoxypyridine hydrochloride Cl.N1CC(C1)OC=1C=CC(=NC1)OC